O[C@@H](CO)C1CCN(CC1)S(=O)(=O)C=1C=CC(=C(C1)C1=NN2C(C(N1)=O)=C(N=C2CCC)C)OCC (R)-2-(5-((4-(1,2-dihydroxyethyl)piperidin-1-yl)sulfonyl)-2-ethoxyphenyl)-5-methyl-7-propylimidazo[5,1-f][1,2,4]triazin-4(3H)-one